[2-(2-hydroxy-ethoxy)-ethyl]-methyl-carbamic acid tert-butyl ester C(C)(C)(C)OC(N(C)CCOCCO)=O